ClC1=CC=C(C=C1)[C@@H]1COC2=C(O1)C=CC=C2C2CCN(CC2)CC=2N(C(=NN2)CCC(=O)O)CC2=CN=CN2CC (R)-3-(5-((4-(2-(4-chlorophenyl)-2,3-dihydrobenzo[b][1,4]dioxin-5-yl)piperidin-1-yl)methyl)-4-((1-ethyl-1H-imidazol-5-yl)methyl)-4H-1,2,4-triazol-3-yl)propanoic acid